C(C)OC(=O)C1=CN2C(S1)=NC(=C2I)CCl 6-(chloromethyl)-5-iodoimidazo[2,1-b]thiazole-2-carboxylic acid ethyl ester